scandium silver dioxide [O-2].[O-2].[Ag+].[Sc+3]